CC1(CN(C=2C1=NC(=CC2)C)C(=O)NCC(N2CCCC2)C2=CC=CC=C2)C 3,3,5-trimethyl-N-(2-phenyl-2-(pyrrolidin-1-yl)ethyl)-2,3-dihydro-1H-pyrrolo[3,2-b]pyridine-1-carboxamide